Cl.Cl.N1CC(C1)CNCC(F)F N-(azetidin-3-ylmethyl)-2,2-difluoroethan-1-amine dihydrochloride